ClC1=NC=C(C=C1NS(=O)(=O)C)C=1C=C2C(=NC=NC2=CC1)NC(C1=CC=CC=C1)C#N N-(2-chloro-5-(4-((cyano(phenyl)-methyl)amino)-quinazolin-6-yl)-pyridin-3-yl)-methanesulfonamide